3-(7-chloro-3H-imidazo[4,5-b]pyridine-5-yl)-2-methylbenzonitrile ClC1=C2C(=NC(=C1)C=1C(=C(C#N)C=CC1)C)NC=N2